(S)-N-((R)-1-(4-bromo-3-fluoro-2-methylphenyl)ethyl)-2-methylpropane-2-sulfinamide BrC1=C(C(=C(C=C1)[C@@H](C)N[S@@](=O)C(C)(C)C)C)F